C(CCC)C1=CC=C(CC2=NOC(=N2)CC(C(=O)OC(C)(C)C)P(=O)(OCC)OCC)C=C1 tert-butyl 3-(3-(4-butylbenzyl)-1,2,4-oxadiazol-5-yl)-2-(diethoxyphosphoryl)propanoate